5-iodo-3-(trifluoromethyl)isothiazole IC1=CC(=NS1)C(F)(F)F